N[C@@H]1CN(CC[C@H]1F)C1=NC2=C(N1CC(=O)N1CCC(CC1)C(=O)NC)C=C(C(=C2)F)F 1-(2-(2-((3R,4R)-3-Amino-4-fluoropiperidin-1-yl)-5,6-difluoro-1H-benzo[d]imidazol-1-yl)acetyl)-N-methylpiperidin-4-carboxamid